C1C(CC12CCC2)NC(=O)NC(C)C2=CC(=NC=C2)OCC(F)(F)F 1-spiro[3.3]hept-2-yl-3-{1-[2-(2,2,2-trifluoro-ethoxy)-pyridin-4-yl]-ethyl}-urea